(2,6-dichloropyridin-4-yl)-3,3-difluorocyclobutanecarbonitrile ClC1=NC(=CC(=C1)C1(CC(C1)(F)F)C#N)Cl